1-benzyl-4-benzyloxy-6-but-3-en-1-ylpyridine C(C1=CC=CC=C1)N1CC=C(C=C1CCC=C)OCC1=CC=CC=C1